(3S,5R)-1-Cyano-5-methylpyrrolidin-3-yl (R)-1-acetyl-4-(5-(benzyloxy)-1H-indole-2-carbonyl)piperazine-2-carboxylate C(C)(=O)N1[C@H](CN(CC1)C(=O)C=1NC2=CC=C(C=C2C1)OCC1=CC=CC=C1)C(=O)O[C@@H]1CN([C@@H](C1)C)C#N